6-Fluoro-3,4-dihydro-2H-benzo[1,4]oxazine FC=1C=CC2=C(NCCO2)C1